C[C@@H]1O[C@@H](CN(C1)C=1C(=NC(=CC1)F)C1=NC2=CC(=NC=C2C=C1)CNC(OC(C)(C)C)=O)C tert-butyl ((2-(3-((cis)-2,6-dimethylmorpholino)-6-fluoropyridin-2-yl)-1,6-naphthyridin-7-yl)methyl)carbamate